Cl.N[C@@H](C)C(=O)OCC=1OC(=CC1)[N+](=O)[O-] (5-Nitrofuran-2-yl)Methyl L-Alaninate HydroChloride